N1=C(N=CC=C1)N1C2=CC=CC=C2C=2C=C(C=CC12)C1=NC(=NC(=N1)C=1C=CC=2N(C3=CC=CC=C3C2C1)C1=NC=CC=N1)C=1C=CC=2N(C3=CC=CC=C3C2C1)C1=NC=CC=N1 2,4,6-tris(9-(pyrimidin-2-yl)-9H-carbazol-3-yl)-1,3,5-triazine